6-(difluoromethyl)-N4-((2R,4R)-2-methyltetrahydro-2H-pyran-4-yl)quinoline-3,4-diamine FC(C=1C=C2C(=C(C=NC2=CC1)N)N[C@H]1C[C@H](OCC1)C)F